N-(6-(4,4-difluoropiperidin-1-yl)pyridin-2-yl)-2-(4,4-dimethyl-1,4-azasilinan-1-yl)-4-((2-hydroxyethyl)sulfonamido)benzamide FC1(CCN(CC1)C1=CC=CC(=N1)NC(C1=C(C=C(C=C1)NS(=O)(=O)CCO)N1CC[Si](CC1)(C)C)=O)F